(5-thiophen-2-yl)-2-phenylethane-1,2-dione S1C(=CC=C1)C=1C=CC=C(C1)C(C=O)=O